2-chloro-N-((R)-1-((cis)-4-(6-fluoroquinolin-4-yl)cyclohexyl)propan-2-yl)-7-methylquinazolin-4-amine ClC1=NC2=CC(=CC=C2C(=N1)N[C@@H](C[C@@H]1CC[C@@H](CC1)C1=CC=NC2=CC=C(C=C12)F)C)C